(S)-3-(4-(((R)-4-(5-cyano-6-((tetrahydro-2H-pyran-4-yl)oxy)pyridin-3-yl)-7-fluoro-2,3-dihydro-1H-inden-1-yl)oxy)phenyl)hex-4-ynoic acid C(#N)C=1C=C(C=NC1OC1CCOCC1)C1=C2CC[C@H](C2=C(C=C1)F)OC1=CC=C(C=C1)[C@H](CC(=O)O)C#CC